ClC1=CC(=C(C=C1)[C@@H]1OC2=C(C=CC=C2C(=C1)F)N1CCN(CC1)CC1=NC2=C(N1C[C@H]1OCC1)C=C(C=C2)C(=O)O)F 2-((4-((R)-2-(4-chloro-2-fluorophenyl)-4-fluoro-2H-chromen-8-yl)piperazin-1-yl)methyl)-1-(((S)-oxetan-2-yl)methyl)-1H-benzo[d]imidazole-6-carboxylic acid